Benzyl (2S)-4-{2,7-dichloro-8-fluoropyrido[4,3-d]pyrimidin-4-yl}-2-methylpiperidine-1-carboxylate ClC=1N=C(C2=C(N1)C(=C(N=C2)Cl)F)C2C[C@@H](N(CC2)C(=O)OCC2=CC=CC=C2)C